C(C)(C)(C)OC(=O)NCCCC[C@H](NC(=O)OCC1C2=CC=CC=C2C=2C=CC=CC12)C(=O)O Nε-(tert-butyloxycarbonyl)-Nα-[(9H-fluorene-9-ylmethoxy)carbonyl]-L-lysine